N-[2-[4-(hydroxymethyl)cyclohexyl]-6-methoxy-indazol-5-yl]-6-(trifluoromethyl)pyridine-2-carboxamide OCC1CCC(CC1)N1N=C2C=C(C(=CC2=C1)NC(=O)C1=NC(=CC=C1)C(F)(F)F)OC